C(C)(C)(C)OC(=O)N1CC2=C(C(=C(C=C2CC1)OCC1=CC=CC=C1)N(C(C(F)(F)F)=O)CC(=O)OC)F 6-(Phenylmethoxy)-8-fluoro-7-[(2-methoxy-2-oxoethyl)(trifluoroacetyl)amino]-3,4-dihydroisoquinoline-2(1H)-carboxylic acid tert-butyl ester